C1(=CC=CC2=CC=CC=C12)C(=O)N1N=NC2=C1C=CC=C2 1-(1-naphthyl-carbonyl)-1H-benzotriazole